diethyl 1,4-dihydro-2,6-dimethyl-3,5-pyridinedicarboxylate CC=1NC(=C(CC1C(=O)OCC)C(=O)OCC)C